CNC1(CCCCC1)NC (1S,2S)-N,N'-dimethylcyclohexanediamine